p-isopropyloxybromobenzene C(C)(C)OC1=CC=C(C=C1)Br